C(C1=CC=CC=C1)O[C@H]1C(O[C@@H]([C@H]1OCC1=CC=CC=C1)COCC1=CC=CC=C1)(O)C1=C(C=C2C(=NC(=NC2=C1)OC)OC)F (3R,4R,5R)-3,4-bis(benzyloxy)-5-((benzyloxy)methyl)-2-(6-fluoro-2,4-dimethoxyquinazolin-7-yl)tetrahydrofuran-2-ol